N-(1-(4-(tert-butyl)phenyl)-6-(2-methylenepyrrolidin-1-yl)-1H-pyrazolo[3,4-d]pyrimidin-4-yl)-5-nitrothiophene-2-carboxamide C(C)(C)(C)C1=CC=C(C=C1)N1N=CC=2C1=NC(=NC2NC(=O)C=2SC(=CC2)[N+](=O)[O-])N2C(CCC2)=C